2-(4-(dimethylamino)phenyl)quinoline-4-carboxylic acid CN(C1=CC=C(C=C1)C1=NC2=CC=CC=C2C(=C1)C(=O)O)C